ClC1=CC=C(C=C1)CN1C([C@H](CS(C2=C1C(=C(C=C2)C=2OC(=NN2)CC(F)(F)F)F)(=O)=O)NC(OC(C)(C)C)=O)=O tert-butyl N-[(3R)-5-[(4-chlorophenyl)methyl]-6-fluoro-1,1,4-trioxo-7-[5-(2,2,2-trifluoroethyl)-1,3,4-oxadiazol-2-yl]-2,3-dihydro-1λ6,5-benzothiazepin-3-yl]carbamate